(R)-2-amino-3-hydroxypropanamide hydrochloride Cl.N[C@@H](C(=O)N)CO